O=C1NC(CCC1N1C=NC2=C1C=CC(=C2)N2CCC(CC2)N(C(OC(C)(C)C)=O)C)=O tert-butyl N-[1-[1-(2,6-dioxo-3-piperidyl)benzimidazol-5-yl]-4-piperidyl]-N-methyl-carbamate